The molecule is a prostaglandin carboxylic acid anion that is the conjugate base of 15-ketoprostaglandin F1alpha, obtained by deprotonation of the carboxy group; major species at pH 7.3. It has a role as a human metabolite. It is a conjugate base of a 15-ketoprostaglandin F1alpha. CCCCCC(=O)/C=C/[C@H]1[C@@H](C[C@@H]([C@@H]1CCCCCCC(=O)[O-])O)O